BrC1=C(C(=CC(=C1)OCOC)Cl)C1CC1 1-bromo-3-chloro-2-cyclopropyl-5-(methoxymethoxy)benzene